7-fluoro-1-(6-methylpyridin-3-yl)-1H-benzo[d]imidazol-2(3H)-one FC1=CC=CC2=C1N(C(N2)=O)C=2C=NC(=CC2)C